N[C@@H](CC(C(CN)([2H])[2H])([2H])[2H])C(=O)O l-lysine-4,4,5,5-d4